C(C)(C)(C)OC(=O)N1[C@@H]([C@H](C2=CC=CC=C12)C(=O)O)C(=O)O (2S,3S)-1-(tert-Butoxycarbonyl)indoline-2,3-dicarboxylic acid